O1CCOC12CCC(CC2)N2N=C(C(=C2)N)C(C)C 1-{1,4-dioxaspiro[4.5]decan-8-yl}-3-isopropyl-1H-pyrazol-4-amine